N-(8-(butan-2-yl)-2-chloroimidazo[1,2-b]pyridazin-7-yl)-N'-(5-cyano-6-(2H-1,2,3-triazol-2-yl)pyridin-3-yl)urea CC(CC)C=1C=2N(N=CC1NC(=O)NC=1C=NC(=C(C1)C#N)N1N=CC=N1)C=C(N2)Cl